3-methanesulfonyl-benzamidine, hydrochloride Cl.CS(=O)(=O)C=1C=C(C(=N)N)C=CC1